CN1N=CC(=N1)C1=CC=C(C=C1)CNC1=CC=NC=N1 6-({[4-(2-methyl-2H-1,2,3-triazol-4-yl)phenyl]methyl}amino)pyrimidin